COC1=CC=NC=C1C#CC1=C(C=CC=C1)N(C=O)CC1=CC=C(C=C1)C1=C(C=CC=C1)OC 4-Methoxy-5-(2-{2-[N-({2'-methoxy-[1,1'-biphenyl]-4-yl}methyl)formamido]-phenyl}ethynyl)pyridin